O1C2=C(OCC1)C=C(C=C2)[C@H]2N(CCC2)CC2=CC=C(C=C2)C=2C=NN(C2)C (S)-4-(4-((2-(2,3-dihydrobenzo[b][1,4]dioxin-6-yl)pyrrolidin-1-yl)methyl)phenyl)-1-methyl-1H-pyrazole